N-(2-aminoethyl)-beta-alanine sodium salt [Na+].NCCNCCC(=O)[O-]